FC1=CC=C(C=C1)C1=NC(=C(C(=O)N)C=C1C1=C2C(C(N(C2=CC=C1)C=1C=NC=C(C1)F)=O)(C)C)C(F)(F)F (4-fluorophenyl)-5-(1-(5-fluoropyridin-3-yl)-3,3-dimethyl-2-oxoindolin-4-yl)-2-(trifluoromethyl)nicotinamide